3-(4-ethylphenyl)-5-((2-phenylcyclopropyl)thio)-4H-1,2,4-triazol C(C)C1=CC=C(C=C1)C1=NN=C(N1)SC1C(C1)C1=CC=CC=C1